tert-Butyl (3-cyano-7-fluoro-4-(5-fluoro-3-(8-(isopropylamino)-2-oxa-6-azaspiro[3.4]octan-6-yl)-7,9-dihydrofuro[3,4-f]quinazolin-6-yl)thieno[3,2-c]pyridin-2-yl)carbamate C(#N)C1=C(SC2=C1C(=NC=C2F)C=2C1=C(C=3C=NC(=NC3C2F)N2CC3(COC3)C(C2)NC(C)C)COC1)NC(OC(C)(C)C)=O